(1s,4s)-4-((5-(3-(4-chloro-2,6-difluorophenyl)thioureido)-2-((tetrahydro-2H-pyran-4-yl)amino)pyrimidin-4-yl)amino)cyclohexanecarboxamide ClC1=CC(=C(C(=C1)F)NC(NC=1C(=NC(=NC1)NC1CCOCC1)NC1CCC(CC1)C(=O)N)=S)F